2,2'-dithiobisthiazole S1C(=NC=C1)SSC=1SC=CN1